tert-butyl ((S)-1-((1R,2S,5S)-2-(((S)-1-amino-1-oxo-3-((S)-2-oxopyrrolidin-3-yl)propan-2-yl)carbamoyl)-6,6-dimethyl-3-azabicyclo[3.1.0]hexan-3-yl)-4-methyl-1-oxopentan-2-yl)carbamate NC([C@H](C[C@H]1C(NCC1)=O)NC(=O)[C@@H]1[C@H]2C([C@H]2CN1C([C@H](CC(C)C)NC(OC(C)(C)C)=O)=O)(C)C)=O